1,1'-dihydroxy-5,5'-Bitetrazole ON1N=NN=C1C1=NN=NN1O